(S)-1-(4-(1'-(8-methylnaphthalen-1-yl)-2'-((1-methylpyrrolidin-2-yl)methoxy)-7',8'-dihydro-6'H-spiro[cyclopropane-1,5'-pyrido[3,4-d]pyrimidin]-4'-yl)piperazin-1-yl)prop-2-en-1-one CC=1C=CC=C2C=CC=C(C12)N1[C@@H](N=C(C2=C1CNCC21CC1)N1CCN(CC1)C(C=C)=O)OCC1N(CCC1)C